C[As](C)C trimethyl-arsine